vinyl-(methacrylic acid) C(=C)C=C(C(=O)O)C